C(C)OC(=O)N1CC(C1)N1N=C2N(C(N(CC2=C1)C1CCN(CC1)C1=C(C=CC=C1C)F)=O)CC1=C(C=CC=C1)C(F)(F)F 3-[5-[1-(2-Fluoro-6-methyl-phenyl)-piperidin-4-yl]-6-oxo-7-(2-trifluoromethylbenzyl)-4,5,6,7-tetrahydro-pyrazolo[3,4-d]pyrimidin-2-yl]-azetidine-1-carboxylic acid ethyl ester